C(C1=CC=CC=C1)OC(=O)NC=1C(=C(C=CC1)[C@]1(N/C(/N(C(C1)=O)C1CC(C1)(C)C#N)=N\C(OC(C)(C)C)=O)C)Cl tert-Butyl (NE)-N-{(4S)-4-[3-(benzyloxycarbonylamino)-2-chlorophenyl]-1-(3-cyano-3-methylcyclobutyl)-4-methyl-6-oxohexahydropyrimidin-2-ylidene}carbamate